2-(((tert-butoxy)carbonyl)amino)-3,3-dicyclohexyl-propionic acid C(C)(C)(C)OC(=O)NC(C(=O)O)C(C1CCCCC1)C1CCCCC1